OC=1C=C(C=CC1OC)/C=C/C(=O)C1=CC=C(C=C1)S(=O)(=O)C (E)-3-(3-Hydroxy-4-methoxyphenyl)-1-(4-methylsulfonylphenyl)prop-2-en-1-one